(S)-2-((tert-butoxycarbonyl)amino)-3-methylbutanethioic S-acid C(C)(C)(C)OC(=O)N[C@H](C(S)=O)C(C)C